FC1(CC(C1)CNC(=O)C=1C=NN2C1C=C(C=C2)C2=CNC=1N=C(N=CC12)NC(C)C)F N-((3,3-difluorocyclobutyl)methyl)-5-(2-(isopropylamino)-7H-pyrrolo[2,3-d]pyrimidin-5-yl)pyrazolo[1,5-a]pyridine-3-carboxamide